1-Bromo-8-chloro-3-((cis)-4-(4-methylpiperazin-1-yl)cyclohexyl)imidazo[1,5-a]pyrazine BrC=1N=C(N2C1C(=NC=C2)Cl)[C@@H]2CC[C@@H](CC2)N2CCN(CC2)C